BrC1=C(C=CC=C1)C(/C=C/C1=CC=C(C=C1)\C=C/1\C(N(C(S1)=S)[C@H](C(=O)O)CC1=CC=CC=C1)=O)=O (2S)-2-[(5Z)-5-[[4-[(E)-3-(2-Bromophenyl)-3-oxoprop-1-enyl]phenyl]methylidene]-4-oxo-2-sulfanylidene-1,3-thiazolidin-3-yl]-3-phenylpropanoic acid